methyl-6-geranylgeranylbenzoquinone CC1=C(C(C=CC1=O)=O)C\C=C(/C)\CCC(=C(C)C)C\C=C(/C)\CCC=C(C)C